(3,5-di-tert-butylphenyl)(2,4,6-trimethylphenyl)iodonium trifluoromethanesulfonate FC(S(=O)(=O)[O-])(F)F.C(C)(C)(C)C=1C=C(C=C(C1)C(C)(C)C)[I+]C1=C(C=C(C=C1C)C)C